FC(C1=CC=C(C=C1)C#C[C@@H]1CN(CC1)C(C=C)=O)(F)F 1-[(3R)-3-{2-[4-(trifluoromethyl)phenyl]ethynyl}pyrrolidin-1-yl]prop-2-en-1-one